[Ir+3].[O-2].[Ce+3].[O-2].[O-2] cerium oxide, iridium salt